ethyl 2,6-dipropyl-1,4-dihydropyridine-3,5-dicarboxylate C(CC)C=1NC(=C(CC1C(=O)OCC)C(=O)[O-])CCC